C(C=C)(=O)N1C[C@H](CC1)N1N=C(C=2C(=NC=C(C21)Cl)N)C#CC2=CC(=C(C(=O)NCC(C)C)C=C2)OC (S)-4-((1-(1-acryloylpyrrolidin-3-yl)-4-amino-7-chloro-1H-pyrazolo[4,3-c]pyridin-3-yl)ethynyl)-N-isobutyl-2-methoxybenzamide